FC(S(=O)(=O)OC1=C(C2=C(C(=N1)C=1C=C3C=NN(C3=CC1)C)C=CS2)C2=C(C=C(C=C2OCCOC)F)F)(F)F [7-[2,4-difluoro-6-(2-methoxyethoxy)phenyl]-4-(1-methylindazol-5-yl)thieno[3,2-c]pyridin-6-yl] trifluoromethanesulfonate